benzo[d]imidazole-6-carboxylate N1=CNC2=C1C=C(C=C2)C(=O)[O-]